4-(3,4-dichlorophenyl)-1,2,3,4-tetrahydro-1-naphthylamine hydrochloride Cl.ClC=1C=C(C=CC1Cl)C1CCC(C2=CC=CC=C12)N